4,6-dibromo-5,5,6,6-tetrafluorohexane-1-ol BrC(CCCO)C(C(F)(F)Br)(F)F